C(C)(C)(C)OC(=O)N1[C@@H]([C@@H]2C[C@@H]2C1)C(=O)O |r| rac-(1R,2S,5S)-3-(tert-butoxycarbonyl)-3-azabicyclo[3.1.0]hexane-2-carboxylic acid